3-(4-((4-bromo-2-chlorophenyl)sulfonyl)piperazin-1-yl)-N,N-dimethylpropan-1-amine BrC1=CC(=C(C=C1)S(=O)(=O)N1CCN(CC1)CCCN(C)C)Cl